Gadolinium 2,2',2''-(10-{2-[(carboxymethyl)(isopropyl)amino]-2-oxoethyl}-1,4,7,10-tetra-azacyclododecane-1,4,7-triyl)triacetate C(=O)(O)CN(C(CN1CCN(CCN(CCN(CC1)CC(=O)[O-])CC(=O)[O-])CC(=O)[O-])=O)C(C)C.[Gd+3]